acetyl-2-chloro-4-fluorophenylacetonitrile C(C)(=O)C(C#N)C1=C(C=C(C=C1)F)Cl